ClCCCC(=O)OCC#CC1=CC(=CC(=C1)CCCCCCCCCCCCCCC)OCCCCCCCCCC 3-(3-(decyloxy)-5-pentadecylphenyl)prop-2-yn-1-yl 4-chlorobutanoate